tert-Butyl 1-(1-acetylpiperidin-4-yl)-4-(2-(tert-butoxycarbonyl)-1-methylhydrazine-1-carbonyl)-6-oxo-1,6-dihydropyridine-3-carboxylate C(C)(=O)N1CCC(CC1)N1C=C(C(=CC1=O)C(=O)N(NC(=O)OC(C)(C)C)C)C(=O)OC(C)(C)C